6-fluoro-5-(methylthio)naphthalen FC=1C(=C2C=CC=CC2=CC1)SC